(R)-2-((1s,4S)-4-(2-methylpyridin-4-yl)cyclohexyl)-N-(4-(pentafluoro-λ6-sulfanyl)phenyl)propanamide CC1=NC=CC(=C1)C1CCC(CC1)[C@H](C(=O)NC1=CC=C(C=C1)S(F)(F)(F)(F)F)C